[Zn].[Cu].[Cu] copper-copper zinc